ClC=1C=C(C=C2C(=C(C=NC12)C#N)NC1=CC(=C(C=C1)F)Cl)NC(C=1C=NC=CC1)C=1N=CN(C1)C 8-chloro-4-((3-chloro-4-fluorophenyl)amino)-6-(((1-methyl-1H-imidazol-4-yl)(pyridin-3-yl)methyl)amino)quinoline-3-carbonitrile